N1CCC2(CC1)OC1=C(C2)C=CC=C1 (R)-3H-spiro[benzofuran-2,4'-piperidin]